FC(OC=1N=CC(=NC1)N[C@@H]1C[C@H](CC1)NC1=NC=C(C=C1)I)F (1S,3S)-N1-(5-(Difluoromethoxy)pyrazin-2-yl)-N3-(5-iodopyridin-2-yl)cyclopentane-1,3-diamine